1-(7-Methoxy-1,3-benzodioxol-5-yl)propan-2-amine COC1=CC(=CC2=C1OCO2)CC(C)N